N[C@H]1CN(CCC1)C(=O)C=1C=CC=2N(C1)N=C(C2C)C=2N(C1=C(C=CC=C1C2)OC[C@H]2CCC(N2)=O)CC2CC2 (R)-5-(((2-(6-((R)-3-aminopiperidine-1-carbonyl)-3-methylpyrazolo[1,5-a]pyridin-2-yl)-1-(cyclopropylmethyl)-1H-indol-7-yl)oxy)methyl)pyrrolidin-2-one